BrC=1C(=NC(=NC1C)N1CCC2(CC1)C(C1=CC=CC=C1C2)=O)C#N 5-bromo-6-methyl-2-(1-oxo-1,3-dihydrospiro[indene-2,4'-piperidine]-1'-yl)pyrimidine-4-carbonitrile